4-(4-((phenylsulfanyl)methyl)-1H-imidazol-1-yl)benzonitrile C1(=CC=CC=C1)SCC=1N=CN(C1)C1=CC=C(C#N)C=C1